(S)-2-(4-(6-((4-chloro-2-fluorobenzyl)oxy)pyridin-2-yl)-2-fluorobenzyl)-1-(oxetan-2-ylmethyl)-1H-benzo[d]imidazole-6-carboxylic acid ClC1=CC(=C(COC2=CC=CC(=N2)C2=CC(=C(CC3=NC4=C(N3C[C@H]3OCC3)C=C(C=C4)C(=O)O)C=C2)F)C=C1)F